C(C)(C)(C)OC(=O)N1CC(C1)(C#CC1=CC2=C(OC[C@@H](C(N2C)=O)NC(=O)C2=NC=CC(=C2)OC2=CC=CC=C2)C=C1)F (S)-3-fluoro-3-((5-methyl-4-oxo-3-(4-phenoxypyridinamido)-2,3,4,5-tetrahydrobenzo[b][1,4]oxazepin-7-yl)ethynyl)azetidine-1-carboxylic acid tert-butyl ester